(isopropyl)(trimethylsilyl)aminodisilane C(C)(C)[SiH]([SiH3])N[Si](C)(C)C